O=C1N(CC2=CC=C(C=C12)C#CC=1C=NC=CC1)[C@@H](C(=O)NC=1SC=CN1)C1=CC=CC=C1 |r| (2RS)-2-[1-oxo-6-[2-(3-pyridyl)ethynyl]isoindolin-2-yl]-2-phenyl-N-thiazol-2-yl-acetamide